[I-].C(CCCCCCCCCCC)OC(C[N+](C)(C)CCC[Si](OC)(OC)OC)COCCCCCCCCCCCC [2,3-bis(dodecyloxy)-propyl](3-(trimethoxysilyl)propyl)-dimethyl-ammonium iodide